N=1C=CN2C1C=CC(=C2)C2=CNC=1N=C(N=CC12)NCC=1C=NC(=CC1)N1CCN(CC1)C 5-(imidazo[1,2-a]pyridin-6-yl)-N-((6-(4-methylpiperazin-1-yl)pyridin-3-yl)methyl)-7H-pyrrolo[2,3-d]pyrimidin-2-amine